Cl.C(C)C(=O)O ethyl-carboxylate hydrochloride